NC1=NC=CC=C1C1=NC=2C(=NC(=CC2)C2=CC=CC=C2)N1C1=CC=C(CN2CCC3(CC(C3)N)CC2)C=C1 7-(4-(2-(2-Aminopyridin-3-yl)-5-phenyl-3H-imidazo[4,5-b]pyridin-3-yl)benzyl)-7-azaspiro[3.5]nonan-2-amine